N-hydroxybutyl-succinimide 2-propyl-acrylate C(CC)C(C(=O)O)=C.OCCCCN1C(CCC1=O)=O